Cl(=O)[O-].[As+3].Cl(=O)[O-].Cl(=O)[O-] arsenic chlorite